FC(C1=CC=C(C=C1)CC(=O)NNC1=NC=CC=C1)(F)F 2-(4-trifluoromethylphenyl)-N'-(pyridine-2-yl)acethydrazide